COC(=O)C=1C(=NC(=C(C1)F)OC)OC1=C(C=C(C=C1)F)OC 5-fluoro-2-(4-fluoro-2-methoxy-phenoxy)-6-methoxy-pyridine-3-carboxylic acid methyl ester